C(N)(O[C@@H](CN1C(NC(C(C1=O)C1=C(C(=CC=C1)OC)F)C)=O)C1=CC=CC=C1)=O (1R)-(2-(5-(2-fluoro-3-methoxyphenyl)-4-methyl-2,6-dioxotetrahydropyrimidine-1(2H)-yl)-1-phenylethyl) carbamate